FC(C1=NN=C(O1)C=1C=CC(=NC1)CN1C(OC(=N1)C1=CC=C2C=CNC2=C1)=O)F 3-[[5-[5-(difluoromethyl)-1,3,4-oxadiazol-2-yl]-2-pyridyl]methyl]-5-(1H-indole-6-yl)-1,3,4-oxadiazol-2-one